(S)-N-methyl-1,3-benzodioxolylbutanamine CN[C@@H](CCC)C1OC2=C(O1)C=CC=C2